N-((2r,3s)-1-(3-chloro-5-(4-hydroxybutyl)isoquinolin-8-yl)-2-methylazetidin-3-yl)-N-methylmethanesulfonamide ClC=1N=CC2=C(C=CC(=C2C1)CCCCO)N1[C@@H]([C@H](C1)N(S(=O)(=O)C)C)C